C(C)OC(CN1N=C(C(=C1NC(CC1CC(C1)(F)F)=O)C)C1CC(C1)(F)F)=O.NCCN1CCNCC1 4-(2-aminoethyl)piperazine ethyl-2-(3-(3,3-difluorocyclobutyl)-5-(2-(3,3-difluorocyclobutyl)acetamido)-4-methyl-1H-pyrazol-1-yl)acetate